FC=1C=C(C=NC1)N1N=C(C=C(C1=O)C(=O)N[C@H](C)C(C)(C)O)C=1C=NC(=CC1)C(F)(F)F 2-(5-Fluoropyridin-3-yl)-N-[(2R)-3-hydroxy-3-methylbutan-2-yl]-3-oxo-6-[6-(trifluoromethyl)pyridin-3-yl]-2,3-dihydropyridazine-4-carboxamide